ClC=1C=2N(C=CC1I)C=C(N2)C(=O)N 8-chloro-7-iodoimidazo[1,2-a]pyridine-2-carboxamide